(E)-N'-(2-fluoro-5-methoxybenzylidene)-6-(6-(trifluoromethoxy)pyridin-3-yl)pyrazine-2-carbohydrazide FC1=C(\C=N\NC(=O)C2=NC(=CN=C2)C=2C=NC(=CC2)OC(F)(F)F)C=C(C=C1)OC